C(CCCCCCCCCCCCCCC)OC(CCCCCCC\C=C/CCCCCCCC)=O.C(CCCCCCC\C=C/CCCCCCCC)(=O)OCCCCCCCCCCCCCCCC hexadecyl oleate Hexadecyl-oleate